CC1=C(C=CC=C1)C1(CC2C(CN(C2)C2=NC=CC=C2)C1)O 5-(2-methylphenyl)-2-(pyridin-2-yl)-octahydrocyclopenta[c]pyrrol-5-ol